N-[3-[2,5-bis(difluoromethoxy)phenyl]-1-[[2-(4-piperidyl)tetrazol-5-yl]methyl]pyrazol-4-yl]pyrazolo[1,5-a]pyrimidine-3-carboxamide FC(OC1=C(C=C(C=C1)OC(F)F)C1=NN(C=C1NC(=O)C=1C=NN2C1N=CC=C2)CC=2N=NN(N2)C2CCNCC2)F